C1(CCC1)OC=1C=C(C=CC1)C(C)=O 1-(3-cyclobutoxy-phenyl)ethan-1-one